N-(4-((1,8-difluoro-3-(benzenesulfonyl)-7-(o-tolyl)pyrrolo[3,2-e]indazol-6(3H)-yl)methyl)phenethyl)-3-fluoropropan-1-amine FC1=NN(C=2C=CC3=C(C12)C(=C(N3CC3=CC=C(CCNCCCF)C=C3)C3=C(C=CC=C3)C)F)S(=O)(=O)C3=CC=CC=C3